COC1=C2C=C(N(C2=CC=C1)CCNC1=CC(=NC=N1)C1=CC(=C(C(=O)O)C=C1)OCCC)C 4-{6-[2-(4-Methoxy-2-methyl-indol-1-yl)-ethylamino]-pyrimidin-4-yl}-2-propoxybenzoic acid